4-chloro-N-((6'-methoxy-[2,2'-bipyridin]-5-yl)methyl)-2-methylnicotinamide ClC1=CC=NC(=C1C(=O)NCC=1C=CC(=NC1)C1=NC(=CC=C1)OC)C